3,3',5',5'-biphenyltetracarboxylic acid C1(=CC(=CC=C1)C(=O)O)C=1C=C(CC(C1)(C(=O)O)C(=O)O)C(=O)O